n-tetradecyl methanoate C(=O)OCCCCCCCCCCCCCC